C(C)(=O)C=1C=CC=2N(C3=CC=C(C=C3C2C1)C(C)=O)CC 3,6-diacetyl-9-ethylcarbazole